C(CCCCCCC\C=C\CCCCCCCC)(=O)O (10E)-octadec-9-enoic acid